FC(C(C(F)(F)F)(F)F)(F)SSCC ethyl (perfluoro-n-propyl) disulfide